tert-Butyl 5-((1H-imidazol-1-yl)methyl)isoindoline-2-carboxylate N1(C=NC=C1)CC=1C=C2CN(CC2=CC1)C(=O)OC(C)(C)C